methylbenzotriazole potassium salt [K].CC1=CC=CC=2NN=NC21